C(C)(C)(C)OC(=O)N1[C@@H]([C@@H]2C[C@@H]2C1)C(=O)O |o1:8,9,11| rel-(1R,2S,5S)-3-tert-butoxycarbonyl-3-azabicyclo[3.1.0]hexane-2-carboxylic acid